sec-butoxid CC([O-])CC